C1(CCCCC1)CN1CC(CCC1)C1=NN(C(N1)=O)C=1C=CC=C2C=CC(NC12)=O 8-(3-(1-(cyclohexylmethyl)piperidin-3-yl)-5-oxo-4,5-dihydro-1H-1,2,4-triazol-1-yl)quinolin-2(1H)-one